NC1=C(C=CC(=N1)N1N=CC(=C1C(F)(F)F)C(=O)NC=1C=NC(=C(C1)Cl)N1N=CC=N1)F 1-(6-amino-5-fluoropyridin-2-yl)-N-(5-chloro-6-(2H-1,2,3-triazol-2-yl)pyridin-3-yl)-5-(trifluoromethyl)-1H-pyrazole-4-carboxamide